N2-{7-bromo-2-[4-chloro-2-(trifluoromethoxy)phenyl][1,2,4]triazolo[1,5-c]quinazolin-5-yl}-N-butyl-D-alaninamide BrC1=CC=CC=2C=3N(C(=NC12)N[C@H](C)C(=O)NCCCC)N=C(N3)C3=C(C=C(C=C3)Cl)OC(F)(F)F